2,5-difluoro-4-isothiocyanato-4'-(4-n-propylcyclohexyl)-1,1'-biphenyl FC1=C(C=C(C(=C1)N=C=S)F)C1=CC=C(C=C1)C1CCC(CC1)CCC